[Si](C1=CC=CC=C1)(C1=CC=CC=C1)(C(C)(C)C)OC1C[C@H]2C([C@H]2C1)C1=CC(=NN1)I 5-((1R,5S,6r)-3-((tert-butyldiphenylsilyl)oxy)bicyclo[3.1.0]hexane-6-yl)-3-iodo-1H-pyrazole